N-((2,2-Dimethyl-2H-pyrano[3,2-b]pyridin-6-yl)methyl)cyclobutanamine CC1(C=CC2=NC(=CC=C2O1)CNC1CCC1)C